FC(C(CN1N=CC(=C1)C=1C=CC(=NC1C1=CC=2N(C=C1)C=CN2)C#N)(C)C)F 5-[1-(3,3-Difluoro-2,2-dimethylpropyl)-1H-pyrazol-4-yl]-6-imidazo[1,2-a]pyridin-7-ylpyridin-2-carbonitril